COC1=CC=C(CO[C@@H](C=O)[C@@H](O)[C@H](O)[C@H](O)CO)C=C1 O-para-methoxybenzyl-glucose